C[Si](CCOC(NCC=1C=C2C=CN=C(C2=CC1)N)=O)(C)C.C(C1=CC=CC=C1)(C1=CC=CC=C1)(C1=CC=CC=C1)[N@]1C(C1)C=O ((R)-1-trityl-aziridin-2-yl)methanone 2-trimethylsilylethyl-N-[(1-amino-6-isoquinolyl)methyl]carbamate